C(C)C(CCCCC)N (mono-ethylhexyl)amine